N-(2,2-dimethoxyethyl)-1-(ethylcarbamoyl)-4-(4-fluorophenyl)pyrrolidine-3-carboxamide COC(CNC(=O)C1CN(CC1C1=CC=C(C=C1)F)C(NCC)=O)OC